N2-(5-(1-Isopropyl-2,3-dihydro-1H-pyrrolo[2,3-c]pyridin-5-yl)-1H-1,2,4-triazol-3-yl)-N-methyl-3-(trifluoromethyl)pyridine-2,5-diamine C(C)(C)N1CCC=2C1=CN=C(C2)C2=NC(=NN2)N(C2=NC=C(C=C2C(F)(F)F)N)C